C(CCCCCCC)SCCOC(C1=CC(=C(C(=C1)C(C)(C)C)O)C(C)(C)C)=O 2-(n-octylthio)ethyl-3,5-di-tert-butyl-4-hydroxybenzoate